7-isopropyl-1,2,3,5-tetrahydro-s-indacene C(C)(C)C1=CCC=2C=C3CCCC3=CC12